ClC1=C2C3=C(NC2=C(C=C1F)NC)N=CC(=C3N(C)C)C=3C=C1C(C(=CN(C1=NC3)C)C(=O)O)=O 6-(5-chloro-4-(dimethylamino)-6-fluoro-8-(methylamino)-9H-pyrido[2,3-b]indol-3-yl)-1-methyl-4-oxo-1,4-dihydro-1,8-naphthyridine-3-carboxylic acid